C(C)(C)(C)C1C(N=C2N1C(N(C1=C2N=CC(=C1)N(CC)CC)CC1=CC=C(C=C1)OC)=O)=O 3-tert-butyl-8-(diethylamino)-6-(4-methoxybenzyl)imidazo[1,2-c]pyrido[2,3-e]pyrimidine-2,5(3H,6H)-dione